Bis(2-hydroxyethyl)carbamodithioic acid OCCN(C(=S)S)CCO